methyl N-[5-[6-(5-methoxy-3,4-dihydro-2H-quinoline-1-carbonyl)imidazo[1,2-a]pyridin-3-yl]-2-pyridyl]carbamate COC1=C2CCCN(C2=CC=C1)C(=O)C=1C=CC=2N(C1)C(=CN2)C=2C=CC(=NC2)NC(OC)=O